2-(2-((2-(1-butyl-1H-benzo[d]imidazol-2-yl)ethyl)amino)ethyl)-N-((3-fluoropyridin-2-yl)methyl)oxazole-4-carboxamide C(CCC)N1C(=NC2=C1C=CC=C2)CCNCCC=2OC=C(N2)C(=O)NCC2=NC=CC=C2F